[4-(2-methylpropoxy)phenyl]methanol CC(COC1=CC=C(C=C1)CO)C